NC1=C(N=C2C(=N1)NC=C2)C(=O)NCC2=NC1=C(N2CC2=CC=CC=C2)C=CC=C1 3-amino-N-[(1-benzyl-1H-1,3-benzodiazol-2-yl)methyl]-5H-pyrrolo[2,3-b]pyrazine-2-carboxamide